4,4'-Oxybis(benzenesulfonic acid hydrazide) C1=CC(=CC=C1OC2=CC=C(C=C2)S(=O)(=O)NN)S(=O)(=O)NN